m-{(S)-[(2R,5R)-5-methyl-2-pyrrolidinyl]hydroxymethyl}phenol C[C@@H]1CC[C@@H](N1)[C@H](C=1C=C(C=CC1)O)O